6-(4-methoxypyridin-3-yl)-4-methyl-1-(4-((2R,3S)-2-methyl-3-((methylsulfonyl)methyl)azetidin-1-yl)-6-(1-methylpiperidin-4-yl)pyridin-2-yl)-1H-pyrazolo[4,3-c]pyridine COC1=C(C=NC=C1)C1=CC2=C(C(=N1)C)C=NN2C2=NC(=CC(=C2)N2[C@@H]([C@H](C2)CS(=O)(=O)C)C)C2CCN(CC2)C